C(CCCCC)OP(=O)(OCCCCCC)[O-].C(CCCCCCCCCCCC)[NH3+] Tridecylammonium (dihexyl)phosphat